(R)-1-(1-(phenylsulfonyl)-1H-pyrrolo[3,2-c]pyridin-2-yl)ethan-1-amine hydrochloride Cl.C1(=CC=CC=C1)S(=O)(=O)N1C(=CC=2C=NC=CC21)[C@@H](C)N